FC(C(=O)O)(F)F.C1NCC12CC(C2)O 2-azaspiro[3.3]heptan-6-ol trifluoroacetate salt